C1(CCCC1)OC1=C(C=C(C=C1)NC(=O)C=1N=C(OC1C)N1CCCC1)F N-(4-(cyclopentyloxy)-3-fluorophenyl)-5-methyl-2-(pyrrolidin-1-yl)oxazole-4-carboxamide